tert-Butyl (3-(1-(6-cyano-1-(4-(trifluoromethyl)benzyl)-1H-indole-2-carbonyl)piperidine-4-carboxamido)propyl)carbamate C(#N)C1=CC=C2C=C(N(C2=C1)CC1=CC=C(C=C1)C(F)(F)F)C(=O)N1CCC(CC1)C(=O)NCCCNC(OC(C)(C)C)=O